C1=C(C=CC2=CC=CC=C12)N=S1C=NC(=C1)C1=CC=C(C=C1)Br ((naphthalen-2-yl)imino)-4-(4-bromophenyl)thiazole